(Z)-5-(benzo[d]thiazol-6-ylmethylene)-2-((2-(phenylamino)benzo[d]thiazol-6-yl)amino)-3,5-dihydro-4H-imidazol-4-one S1C=NC2=C1C=C(C=C2)\C=C/2\C(NC(=N2)NC2=CC1=C(N=C(S1)NC1=CC=CC=C1)C=C2)=O